Cl.CC(C(=N)N)C 2-methylpropanamidine hydrochloride